FC=1C=C(C=CC1C)C1=CC2=C(N=CN=C2N2C[C@H](NCC2)C(=O)NCC2=CC=C(C=C2)SC)N1 (S)-4-(6-(3-fluoro-4-methylphenyl)-7H-pyrrolo[2,3-d]pyrimidin-4-yl)-N-(4-(methylthio)benzyl)piperazine-2-carboxamide